BrC=1C=C(C=CC1F)CC(C(=O)OC(C)(C)C)(C)C tert-butyl 3-(3-bromo-4-fluorophenyl)-2,2-dimethylpropionate